tert-butyl 3-[(3R)-6-hydroxy-4-oxo-quinazolin-3-yl]-1-oxa-8-azaspiro[4.5]decane-8-carboxylate OC=1C=C2C(N(C=NC2=CC1)C1COC2(C1)CCN(CC2)C(=O)OC(C)(C)C)=O